CN1C(C=C(C(=C1)C=1C=NN(C1)C(C)C1=CC=CC=C1)N1CC(C1)C)=O 1-methyl-4-(3-methylazetidin-1-yl)-5-(1-(1-phenylethyl)-1H-pyrazol-4-yl)pyridin-2(1H)-one